5-(7-fluoro-2-(piperidin-4-yl)-2H-indazol-5-yl)-2-methyl-2H-pyrazolo[4,3-b]pyridine hydrochloride Cl.FC1=CC(=CC2=CN(N=C12)C1CCNCC1)C=1C=CC=2C(N1)=CN(N2)C